ClC=1C=C(C=CC1F)NC(=O)C1=C(N=CN1C)C1CC2CC(CC2C1)(O)C1=NN(C=C1F)C N-(3-chloro-4-fluorophenyl)-4-(5-(4-fluoro-1-methyl-1H-pyrazol-3-yl)-5-hydroxyoctahydropentalen-2-yl)-1-methyl-1H-imidazole-5-carboxamide